cobalt-iron sulfide carbon [C].[Fe]=S.[Co]